1-propenoyl-3-(2-(5-(trifluoromethyl)isoxazol-3-yl)vinyl)azetidine-3-carbonitrile C(C=C)(=O)N1CC(C1)(C#N)C=CC1=NOC(=C1)C(F)(F)F